OC(CNC(C(=C)C)=O)COCCC[Si](C)(C)C(C)(C)C N-[2-hydroxy-3-(3-(t-butyldimethylsilyl)propyloxy)propyl]-2-methyl-acrylamide